COC1=CC=C(N=N1)N (6-methoxypyridazin-3-yl)amine